ClC1=CC=C(C=C1)C(N1CCN(CC1)CCCSC1=C2C(N(C(=NC2=CC=C1)C)C1C(NC(CC1)=O)=O)=O)C1=CC=C(C=C1)Cl 3-(5-((3-(4-(bis(4-chlorophenyl)methyl)piperazin-1-yl)propyl)thio)-2-methyl-4-oxoquinazolin-3(4H)-yl)piperidine-2,6-dione